tert-butyl (5-chloro-1-(2-(2,2,2-trifluoroethoxy)ethyl)-1H-pyrazol-4-yl)carbamate ClC1=C(C=NN1CCOCC(F)(F)F)NC(OC(C)(C)C)=O